Ethyl 2-phenyl-6,7-dihydro-5H-pyrazolo[5,1-b][1,3]oxazine-3-carboxylate C1(=CC=CC=C1)C1=NN2C(OCCC2)=C1C(=O)OCC